FC1=CC=CC2=C1CCS2 4-fluoro-2,3-dihydrobenzothiophene